N1=CN=C2N1C1=C(C=C2)C(=CN1)C(=O)N 8H-pyrrolo[3,2-e][1,2,4]triazolo[1,5-a]pyridine-6-carboxamide